ethyl 1-(4-methoxybenzyl)-3-(2-oxoethyl)-3a,7a-dihydro-1H-pyrazolo[3,4-b]pyridine-4-carboxylate COC1=CC=C(CN2N=C(C3C2N=CC=C3C(=O)OCC)CC=O)C=C1